BrC=1C=CC=C2C=CC=C(C12)N1CC=2C(=C(N=C(C2CC1)N1[C@H]2CN(C[C@@H]1CC2)C(=O)OC(C)(C)C)OC[C@H]2N(CCC2)C)C#N tert-butyl (1R,5S)-8-(6-(8-bromonaphthalen-1-yl)-4-cyano-3-(((S)-1-methylpyrrolidin-2-yl)methoxy)-5,6,7,8-tetrahydro-2,6-naphthyridin-1-yl)-3,8-diazabicyclo[3.2.1]octane-3-carboxylate